4-(3-Amino-1H-indazol-5-yl)-N-(2-(dimethylamino)ethyl)-1H-pyrrolo[2,3-b]pyridine-2-carboxamide NC1=NNC2=CC=C(C=C12)C1=C2C(=NC=C1)NC(=C2)C(=O)NCCN(C)C